ClC=1C=C2C=C(NC2=CC1C1=NC=C(N=C1)OC)CNC(C(O)C(F)F)=O N-{[5-chloro-6-(5-methoxy-2-pyrazinyl)-2-indolyl]methyl}3,3-difluorolactamide